(R)-1-(2-fluoropyridin-3-yl)ethyl (4-(5-(1-cyanocyclopropane-1-carboxamido)pyrimidin-2-yl)-1-methyl-1H-pyrazol-5-yl)carbamate C(#N)C1(CC1)C(=O)NC=1C=NC(=NC1)C=1C=NN(C1NC(O[C@H](C)C=1C(=NC=CC1)F)=O)C